(3E,5E)-5-(cyclohexylmethylene)hept-3-en-2-one C1(CCCCC1)\C=C(\C=C\C(C)=O)/CC